1-(2,2,2-trifluoroethyl)-1H-1,2,3-triazole-4-carboxylic acid FC(CN1N=NC(=C1)C(=O)O)(F)F